monochloro-bromomonoiodomethane ClC(I)Br